O1C=CC2=C1C=CC(=C2)C=2C=CC(=C(C2)NC2=NC=NC1=CC(=C(C=C21)NC(C=C)=O)OC)OC N-(4-((5-(benzofuran-5-yl)-2-methoxyphenyl)amino)-7-methoxyquinazolin-6-yl)acrylamide